BrC1=C(C=CC=C1N(C1=CC2=CC=CC=C2C=C1)C1=CC=C(C=C1)C(C)(C)C)N(C1=CC2=CC=CC=C2C=C1)C1=CC=C(C=C1)C(C)(C)C 2-bromo-N1,N3-bis(4-(tert-butyl)phenyl)-N1,N3-di(naphthalen-2-yl)benzene-1,3-diamine